C(CCCCCCCCCCC)(=O)OC1=CC=C(C=C1)S(=O)(=O)[O-].[Na+] sodium 4-(dodecanoyloxy)benzene-1-sulfonate